COC(=O)C=1[C@@H](C2=C(NC1C(F)F)COC2=O)C=2C=NC=C(C2[C@@H](C)F)F (R)-2-(difluoromethyl)-4-(5-fluoro-4-((R)-1-fluoroethyl)pyridin-3-yl)-5-oxo-1,4,5,7-tetrahydrofurano[3,4-b]pyridine-3-carboxylic acid methyl ester